4-(1-(1-(2-(4-fluorophenoxy)ethyl)-4-phenyl-1h-1,2,3-triazole-5-carboxamido)ethyl)benzoic acid FC1=CC=C(OCCN2N=NC(=C2C(=O)NC(C)C2=CC=C(C(=O)O)C=C2)C2=CC=CC=C2)C=C1